tert-Butyl 4-(2-chloro-8-oxo-5,6,7,8-tetrahydroquinazolin-4-yl)piperazine-1-carboxylate ClC1=NC=2C(CCCC2C(=N1)N1CCN(CC1)C(=O)OC(C)(C)C)=O